CN(/C=C/C1=C(C(=O)OC)C=C(C(=C1)OC)[N+](=O)[O-])C Methyl (E)-2-(2-(dimethylamino) vinyl)-4-methoxy-5-nitrobenzoate